FC(CC(C(=O)NC1=NC=CC(=C1)C1=C(C2=NC(=CC(=C2N1)OC)F)C1=NC=CC=C1)C1=CC=C(C=C1)F)F (+)-4,4-difluoro-N-{4-[5-fluoro-7-methoxy-3-(pyridin-2-yl)-1H-pyrrolo[3,2-b]pyridin-2-yl]pyridin-2-yl}-2-(4-fluorophenyl)butanamide